C(#N)C1=C(C=C(C=N1)NC([C@@](CN1N=C(C2=CC(=CC=C12)F)I)(C)O)=O)C(F)(F)F (S)-N-(6-Cyano-5-(trifluoromethyl)pyridin-3-yl)-3-(5-fluoro-3-iodo-1H-indazol-1-yl)-2-hydroxy-2-methylpropanamide